(cis)-6-chloro-8-fluoro-4-methylchroman ClC=1C=C2C(CCOC2=C(C1)F)C